8-methoxy-3-(2-methoxyphenyl)-3-phenyl-4-(4-(trifluoromethyl)phenyl)-3,4-dihydrobenzo[f]quinoline COC1=CC2=C(C=3C=CC(N(C3C=C2)C2=CC=C(C=C2)C(F)(F)F)(C2=CC=CC=C2)C2=C(C=CC=C2)OC)C=C1